CN1C(C=2CCNCC2C(=C1)C=1N=CC=2N(C1)N=CC2C2=CC=C(C#N)C=C2)=O 4-(6-(2-methyl-1-oxo-1,2,5,6,7,8-hexahydro-2,6-naphthyridin-4-yl)pyrazolo[1,5-a]pyrazin-3-yl)benzonitrile